NC=1N=CC(=C2C1N(N=C2)C)NC(C(N2[C@H](CN([C@@H](C2)C)C(=O)C2(CC2)C(F)(F)F)C2=CC=CC=C2)=O)=O N-(7-amino-1-methyl-pyrazolo[3,4-c]pyridin-4-yl)-2-oxo-2-[(2S,5R)-5-methyl-2-phenyl-4-[1-(trifluoromethyl)cyclopropanecarbonyl]piperazin-1-yl]acetamide